CN1CCN(CC1)C2=C(C=C3C(=C2F)N(C=C(C3=O)C(=O)O)CCF)F The molecule is a fluoroquinolone antibiotic that is 4-oxo-1,4-dihydroquinoline which is substituted at positions 1, 3, 6, 7 and 8 by 2-fluoroethyl, carboxy, fluoro, 4-methylpiperazin-1-yl and fluoro groups, respectively. It is active against many Gram-positive and Gram-negative bacteria. It has a role as a topoisomerase IV inhibitor, an antibacterial drug and an EC 5.99.1.3 [DNA topoisomerase (ATP-hydrolysing)] inhibitor. It is a member of quinolines, a fluoroquinolone antibiotic, a difluorobenzene, a N-alkylpiperazine and a monocarboxylic acid.